C(CCCC)OC1=CC=C(C=C1)NCC(=O)OCC ethyl (4-(pentyloxy)phenyl)glycinate